3-(4-fluoro-2-methylphenyl)-3-oxopropanenitrile FC1=CC(=C(C=C1)C(CC#N)=O)C